3-(4-(2,5-Dimethyl-3-(1H-pyrazol-4-yl)piperazin-1-yl)pyrimidin-2-yl)-6-(trifluoromethyl)imidazo[1,2-a]pyrazine CC1N(CC(NC1C=1C=NNC1)C)C1=NC(=NC=C1)C1=CN=C2N1C=C(N=C2)C(F)(F)F